N-(6-bromo-2-methoxypyridin-3-yl)-4-methyl-1-phenyl-1H-1,2,3-triazole-5-carboxamide BrC1=CC=C(C(=N1)OC)NC(=O)C1=C(N=NN1C1=CC=CC=C1)C